O=C1C=C(NN1)C(=O)O 5-OXO-2,5-DIHYDRO-1H-PYRAZOLE-3-CARBOXYLIC ACID